OC1=CC=C(C=C1)C(C)(C)C1=CC=C(C=C1)C(C)(C)C1=CC=C(C=C1)O 1,4-bis(2-mono(4-hydroxyphenyl)-2-propyl)benzene